[N+](=O)(O)[O-].C=O formaldehyde nitrate